C(#N)N1C[C@@H](CC1)N(C(=O)N1CCC2=CC=CC=C12)C (R)-N-(1-cyanopyrrolidin-3-yl)-N-methylindoline-1-carboxamide